C1(CC1)C1=C(C(=NO1)C1=C(C=CC=C1Cl)Cl)C(=O)O[C@@H]1[C@@H]2CN([C@H](C1)C2)C=2SC1=C(N2)C(=CC(=C1)C(=O)O)F 2-[(1S,4S,5S)-5-[5-cyclopropyl-3-(2,6-dichlorophenyl)-1,2-oxazole-4-carbonyloxy]-2-azabicyclo[2.2.1]heptan-2-yl]-4-fluoro-1,3-benzothiazole-6-carboxylic acid